COC=1C=C(C=CC1OC)/C=C/C(=O)C1=C(C=C(C=C1OC)O[C@@H]1O[C@@H]([C@H]([C@@H]([C@H]1O)O)O)CO)O (E)-3-(3,4-Dimethoxyphenyl)-1-[2-hydroxy-6-methoxy-4-[(2S,3R,4S,5S,6R)-3,4,5-trihydroxy-6-(hydroxymethyl)oxan-2-yl]oxyphenyl]prop-2-en-1-one